6-((1,1-difluoro-2-methylpropan-2-yl)sulfonyl)-3-iodo-7-methoxyimidazo[1,2-a]pyridine FC(C(C)(C)S(=O)(=O)C=1C(=CC=2N(C1)C(=CN2)I)OC)F